CC(CCCC=1C=CC(=C(C1)O)CO)(C)C 5-(4,4-dimethylpentyl)-2-(hydroxymethyl)phenol